6-(trifluoromethoxy)-1H-benzo[d]imidazole-2-carboxamide FC(OC=1C=CC2=C(NC(=N2)C(=O)N)C1)(F)F